ClC1=C(C=C2C=C(N=CC2=C1)NC(=O)[C@@H]1[C@@H](C1)C1CCOCC1)N1CCN(CC1)[C@@]1(COC[C@@H]1O)C (1S,2S)-N-[7-chloro-6-[4-((3R,4R)-4-hydroxy-3-methyl-tetrahydrofuran-3-yl)piperazin-1-yl]-3-isoquinolyl]-2-tetrahydropyran-4-yl-cyclopropanecarboxamide